BrC1=C(C=C(C=C1)C(=O)N1CCC=2C(=NN3CCNC[C@@H]1C23)C2=CC=C(C=C2)C(C)C)OC |r| (rac)-(4-bromo-3-methoxyphenyl)(2-(4-isopropylphenyl)-3,5a,6,7,8,9-hexahydro-1,5,7,9a-tetraazabenzo[cd]azulen-5(4H)-yl)methanone